O=C1NC=NN2C1=CN=C2[C@H]2CN(CC2)C(=O)OCC2=CC=CC=C2 benzyl (R)-3-(4-oxo-3,4-dihydroimidazo[5,1-f][1,2,4]triazin-7-yl)pyrrolidine-1-carboxylate